decalin-1,8-dione C1(CCCC2CCCC(C12)=O)=O